(4-aminophenyl)(1-methyl-1H-pyrazol-5-yl)methanol NC1=CC=C(C=C1)C(O)C1=CC=NN1C